BrC(CCC(OCC)O[Si](CC)(CC)CC)C ((4-bromo-1-ethoxypentyl)oxy)triethylsilane